4-(4-((4-(3-((2-((1S)-1-((tetrahydro-2H-pyran-2-yl)oxy)ethyl)-1H-imidazol-1-yl)methyl)isoxazol-5-yl)phenyl)ethynyl)benzyl)morpholin-2-carboxylate O1C(CCCC1)O[C@@H](C)C=1N(C=CN1)CC1=NOC(=C1)C1=CC=C(C=C1)C#CC1=CC=C(CN2CC(OCC2)C(=O)[O-])C=C1